1-((3R,4R,5R,6R)-4,5-bis(benzyloxy)-6-((benzyloxy)methyl)tetrahydro-2H-pyran-3-yl)-N,N-dimethylmethanamine C(C1=CC=CC=C1)O[C@@H]1[C@@H](CO[C@@H]([C@@H]1OCC1=CC=CC=C1)COCC1=CC=CC=C1)CN(C)C